C(C)OC(=O)C=1N(C(=CC1)C)C=1C=NC(=CC1)C 5-methyl-1-(6-methyl-3-pyridinyl)pyrrole-2-carboxylic acid ethyl ester